tert-Butyl 6-[1-[(4-methoxyphenyl)methyl]azetidin-3-yl]oxy-2-azaspiro[3.3]heptane-2-carboxylate COC1=CC=C(C=C1)CN1CC(C1)OC1CC2(CN(C2)C(=O)OC(C)(C)C)C1